C1=C(C=CC2=CC=CC=C12)N1C=CC2=C1N=CNC2=O 7-(naphthalen-2-yl)-3,7-dihydro-4H-pyrrolo[2,3-d]pyrimidin-4-one